(S)-4-(4,4-difluoro-2-methylpyrrolidine-1-carbonyl)thiazole-2-carboxamide FC1(C[C@@H](N(C1)C(=O)C=1N=C(SC1)C(=O)N)C)F